1-[6-[6-(6-methylpyridazin-3-yl)oxypyrazolo[1,5-a]pyridin-3-yl]-2-[1-(2,2,2-trifluoroethyl)pyrazol-4-yl]pyridin-3-yl]cyclopropan-1-ol CC1=CC=C(N=N1)OC=1C=CC=2N(C1)N=CC2C2=CC=C(C(=N2)C=2C=NN(C2)CC(F)(F)F)C2(CC2)O